4-amino-N-[(1S,3R)-3-{2-[2-(2,6-dioxopiperidin-3-yl)-1-oxo-3H-isoindol-4-yl]ethynyl}cyclohexyl]-3-methoxybenzamide NC1=C(C=C(C(=O)N[C@@H]2C[C@@H](CCC2)C#CC2=C3CN(C(C3=CC=C2)=O)C2C(NC(CC2)=O)=O)C=C1)OC